(1S,2S)-N-[7-chloro-6-[4-((3R,4R)-4-fluoro-3-methyl-tetrahydrofuran-3-yl)piperazin-1-yl]-3-isoquinolinyl]-2-(1-methylpyrazol-3-yl)cyclopropanecarboxamide ClC1=C(C=C2C=C(N=CC2=C1)NC(=O)[C@@H]1[C@H](C1)C1=NN(C=C1)C)N1CCN(CC1)[C@@]1(COC[C@@H]1F)C